NC=1C(NC(N(N1)C1=CC(=C(C(=C1)Cl)OC=1C=C2C3(C(NC2=CC1)=O)CCC3)Cl)=O)=O 6-amino-2-(3,5-dichloro-4-((2'-oxospiro[cyclobutane-1,3'-indoline]-5'-yl)oxy)phenyl)-1,2,4-triazine-3,5(2h,4h)-dione